O1CCN(CC1)C(CN1C=NC2=CC=C(C=C2C1=O)C=1C=CC2=C(NC(=N2)CCC(=O)N)C1)C 6-(3-(2-morpholinopropyl)-4-oxo-3,4-dihydroquinazolin-6-yl)-1H-benzo[d]imidazole-2-propionamide